tert-Butyl (2R,4S)-4-(benzyloxy)-2-((3-(2-hydroxy-2-methylpropoxy)-2-(methoxycarbonyl)-5-methylphenoxy)methyl)pyrrolidin-1-carboxylate C(C1=CC=CC=C1)O[C@H]1C[C@@H](N(C1)C(=O)OC(C)(C)C)COC1=C(C(=CC(=C1)C)OCC(C)(C)O)C(=O)OC